FC1=C(C=C(C=C1)C=1C=C2C(=NC1)C=NN2CC(C(C)C)=O)C 1-[6-(4-fluoro-3-methyl-phenyl)pyrazolo[4,3-b]pyridin-1-yl]-3-methyl-butan-2-one